N-propyl-1,8-naphthalimide CCCN1C(=O)C2=CC=CC3=C2C(=CC=C3)C1=O